((R)-4-(2-aminooxazolo[4,5-c]pyridin-7-yl)morpholin-2-yl)((S)-6,8-dichloro-1-methyl-3,4-dihydroisoquinolin-2(1H)-yl)methanone NC=1OC2=C(C=NC=C2N2C[C@@H](OCC2)C(=O)N2[C@H](C3=C(C=C(C=C3CC2)Cl)Cl)C)N1